5-{4-[4-(3,5-dicyclopropylpyridin-2-yl)piperazine-1-carbonyl]-3-fluorophenyl}-5-methylimidazolidine-2,4-dione C1(CC1)C=1C(=NC=C(C1)C1CC1)N1CCN(CC1)C(=O)C1=C(C=C(C=C1)C1(C(NC(N1)=O)=O)C)F